5-(6-chloro-3-(ethylsulfonyl)pyridin-2-yl)-2-(trifluoromethyl)pyrazolo[1,5-a]pyrimidine ClC1=CC=C(C(=N1)C1=NC=2N(C=C1)N=C(C2)C(F)(F)F)S(=O)(=O)CC